1-ethyl-2-(prop-1-yn-1-yl)benzene C(C)C1=C(C=CC=C1)C#CC